COCCOCCOCCOCCOCC[NH2+]CCOCCOCCOCCOCCOC N-(2,5,8,11,14-pentaoxahexadecan-16-yl)-2,5,8,11,14-pentaoxahexadecan-16-aminium